2-octen-1-yl-succinic anhydride C(=CCCCCCC)C1C(=O)OC(C1)=O